CC1=CC=C(C=C1)NC(=S)N N-(4-methylphenyl)thiourea